ethylenebis(dibromonorbornanedi-carboxamide) C(CC1(C2(CCC(C1(Br)Br)C2)C(=O)N)C(=O)N)C2(C1(CCC(C2(Br)Br)C1)C(=O)N)C(=O)N